ClC1=C2C=NN(C2=CC=C1NC1=NN(C=2C1=NC=CC2)C=2C=C(C=CC2)NC(=O)C=2C=NN(C2)C)C2OCCCC2 N-[3-[3-[(4-chloro-1-tetrahydropyran-2-yl-indazol-5-yl)amino]pyrazolo[4,3-b]pyridin-1-yl]phenyl]-1-methyl-pyrazole-4-carboxamide